O1C(=CC2=C1C=CC=C2)C2OC1=CC(=CC(=C1C(C2)=O)OC)O 2-(benzofuran-2-yl)-7-hydroxy-5-methoxychroman-4-one